(2-hydroxypropyl)-1,3-propanediamine OC(CC(CCN)N)C